Cl\C=C/C(=O)N1C[C@H]([C@@H](C1)OCC1=CC=C(C=C1)C(F)(F)F)NC1=NC=C(C=N1)F (Z)-3-chloro-1-(trans-3-((5-fluoropyrimidin-2-yl)amino)-4-((4-(trifluoromethyl)benzyl)oxy)pyrrolidin-1-yl)prop-2-en-1-one